O=C(C(=O)O)C α-oxopropionic acid